rac-2-[3-({[1-(Difluoromethyl)cyclopropyl]methoxy}methyl)[1,4'-bipiperidin]-1'-yl]-N-[(3,5-difluoropyridin-2-yl)methyl]-1,3-thiazole-5-carboxamide FC(C1(CC1)COC[C@H]1CN(CCC1)C1CCN(CC1)C=1SC(=CN1)C(=O)NCC1=NC=C(C=C1F)F)F |r|